C1(=CC=CC=C1)C(C)O alpha-phenyl-ethanol